2-(N'-hydroxycarbamimidoyl)thiazole-4-carboxylic acid (Z)-tert-butyl ester C(C)(C)(C)OC(=O)C=1N=C(SC1)/C(/N)=N/O